CC1=CC=C(C=C1)S(=O)(=O)OCCOCCOCCOCCOCCCC1=NC(=CC(=C1)C=1C=NC(=CC1C)[C@H](C)NC(=O)OC(C)(C)C)C(F)(F)F 2-[2-[2-[2-[3-[4-[6-[(1S)-1-(tert-butoxycarbonylamino)ethyl]-4-methyl-3-pyridyl]-6-(trifluoromethyl)-2-pyridyl]propoxy]ethoxy]ethoxy]ethoxy]ethyl 4-methylbenzenesulfonate